COC=1C=C(C(=O)NC)C=CC1NCC#CC=1N(C2=CC=CC(=C2C1)NC1CCN(CC1)C)CC(F)(F)F 3-methoxy-N-methyl-4-[(3-{4-[(1-methylpiperidin-4-yl)amino]-1-(2,2,2-trifluoroethyl)-1H-indol-2-yl}prop-2-yn-1-yl)amino]benzamide